C(C)OC(C(C)(C)OC1=CC=C(C=C1)CCN(C=1C=C(C=CC1)C)CCCOC1=CC=C(C=C1)OC)=O.C1(CC(C(CC1)C(C)C)O)(C)C(=O)N MentholCarboxamide Ethyl-2-[4-[2-[(3-(4-methoxyphenoxy)propyl)(3-tolyl)amino]ethyl]phenoxy]-2-methylpropionate